C1(C2=C(C(O1)=O)C=C1C(C(OC1=O)=O)=C2)=O 3H-Benzo[1,2-c:4,5-c']difuran-1,3,5,7-tetrone